FC(C1CC(C1)CN1N=C(N=C1)C(=O)N)(F)F 1-(((1S,3R)-3-trifluoromethylcyclobutyl)methyl)-1H-1,2,4-triazole-3-carboxamide